5-chloro-1-(5-(4,4,5,5-tetramethyl-1,3,2-dioxaborolan-2-yl)pyridin-3-yl)-1H-indole ClC=1C=C2C=CN(C2=CC1)C=1C=NC=C(C1)B1OC(C(O1)(C)C)(C)C